(2,3-dihydro-4H-benzo[b][1,4]oxazin-4-yl)(4-(7-(2-(2-hydroxypropan-2-yl)pyridin-4-yl)furo[3,2-b]pyridin-2-yl)phenyl)methanone O1C2=C(N(CC1)C(=O)C1=CC=C(C=C1)C1=CC3=NC=CC(=C3O1)C1=CC(=NC=C1)C(C)(C)O)C=CC=C2